NC([C@H](C[C@@H]1C(NCC1)=O)NC([C@H](CC(C)C)NC(CC(C(F)(F)F)(C1=CC=CC=C1)O)=O)=O)=O (2S)-N-[(1S)-2-amino-2-oxo-1-[[(3R)-2-oxopyrrolidin-3-yl]methyl]ethyl]-4-methyl-2-[(4,4,4-trifluoro-3-hydroxy-3-phenyl-butanoyl)amino]pentanamide